1-(2-(1H-pyrazolo[3,4-b]pyridin-5-yl)-2-azaspiro[3.3]heptan-6-yl)-3-(6-(trifluoromethyl)pyrimidin-4-yl)urea N1N=CC=2C1=NC=C(C2)N2CC1(C2)CC(C1)NC(=O)NC1=NC=NC(=C1)C(F)(F)F